BrC1CCC(CC1)(F)F 4-bromo-1,1-difluoro-cyclohexane